ClC1=NC(=CC=C1B(O)O)OC 2-CHLORO-6-METHOXYPYRIDINE-3-BORONIC ACID